C=CCCCCC n-Heptanen